2-[(1S)-1-[4-amino-3-(3-fluoro-4-prop-2-yloxyphenyl)pyrazolo[3,4-d]pyrimidin-1-yl]ethyl]-6-fluoro-3-(3-fluorophenyl)chromen-4-one NC1=C2C(=NC=N1)N(N=C2C2=CC(=C(C=C2)OC(C)C)F)[C@@H](C)C=2OC1=CC=C(C=C1C(C2C2=CC(=CC=C2)F)=O)F